BrC(C)C=1N=C(C=C2C1OC(=C(C2=O)C)SCC)C 8-(1-bromoethyl)-2-(ethylthio)-3,6-dimethyl-4H-pyrano[2,3-c]pyridin-4-one